1-(2,4-Dimethoxy-5,7-dihydro-6H-pyrrolo[3,4-d]pyrimidin-6-yl)-2-(1-(2-(trifluoromethyl)pyridin-4-yl)azetidin-3-yl)ethan-1-one COC=1N=C(C2=C(N1)CN(C2)C(CC2CN(C2)C2=CC(=NC=C2)C(F)(F)F)=O)OC